2-(2-dimethylaminoethyl)ethanol CN(CCCCO)C